ClC=1C(=C(C=CC1O)C(C)=O)O 1-(3-chloro-2,4-dihydroxyphenyl)ethan-1-one